FC=1C=C(C=CC1F)C1(CC(=C2N1CCN2)C(C2=CC=C(C=C2)C)=O)O 5-(3,4-difluorophenyl)-5-hydroxy-7-(4-methylbenzoyl)-2,3-dihydro-1H-pyrrolo[1,2-a]imidazole